FC(C1(CCC1)OC1=CC=C(C=N1)C=1N=CC(=NC1)NN)(F)F [5-[6-[1-(trifluoromethyl)cyclobutoxy]-3-pyridinyl]pyrazin-2-yl]hydrazine